(S)-N-(2-(2-cyanopyrrolidin-1-yl)-2-oxoethyl)-2-nitroisonicotinamide C(#N)[C@H]1N(CCC1)C(CNC(C1=CC(=NC=C1)[N+](=O)[O-])=O)=O